2-(2,4-difluorophenyl)-6-methyl-4-(1-methyl-5-(3-(morpholinomethyl)phenyl)-2-oxo-1,2-dihydropyridin-4-yl)-1,6-dihydro-7H-pyrrolo[2,3-c]pyridin-7-one FC1=C(C=CC(=C1)F)C1=CC2=C(C(N(C=C2C2=CC(N(C=C2C2=CC(=CC=C2)CN2CCOCC2)C)=O)C)=O)N1